[Be].O water beryllium